(S)-1-(4-chlorobenzyl)-3-(4-((2-(5-fluoropyridin-3-yl)-5-oxopyrrolidin-1-yl)methyl)phenyl)urea ClC1=CC=C(CNC(=O)NC2=CC=C(C=C2)CN2[C@@H](CCC2=O)C=2C=NC=C(C2)F)C=C1